ClC1=CC(=C(CN2C(NC(C3=C2C=CN3)=O)=S)C=C1)[N+](=O)[O-] 1-(4-chloro-2-nitrobenzyl)-2-thioxo-1,2,3,5-tetrahydro-4H-pyrrolo[3,2-d]pyrimidin-4-one